4-(((cis)-4-(3-chloro-4-(piperidin-1-yl)phenyl)cyclohexyl)thio)-1H-1,2,3-triazole-5-carboxylic acid 2,2,2-trifluoroacetate FC(C(=O)O)(F)F.ClC=1C=C(C=CC1N1CCCCC1)[C@H]1CC[C@H](CC1)SC=1N=NNC1C(=O)O